methyl 4-(4-iodophenyl)-2-[4-(trifluoromethyl)benzoyl]butanoate IC1=CC=C(C=C1)CCC(C(=O)OC)C(C1=CC=C(C=C1)C(F)(F)F)=O